FC1(CCC(CC1)N1C(C(=CC=C1)C(=O)OC)=O)F methyl 1-(4,4-difluorocyclohexyl)-2-oxo-1,2-dihydropyridine-3-carboxylate